methyl 1-amino-4-benzyloxy-8-phenoxy-isoquinoline-3-carboxylate NC1=NC(=C(C2=CC=CC(=C12)OC1=CC=CC=C1)OCC1=CC=CC=C1)C(=O)OC